p-chloro-BETA-phenylalaninol ClC1=CC=C([C@H](N)CCO)C=C1